bis[2-cinnamoyl-8-hydroxyquinoline] zinc [Zn].C(C=CC1=CC=CC=C1)(=O)C1=NC2=C(C=CC=C2C=C1)O.C(C=CC1=CC=CC=C1)(=O)C1=NC2=C(C=CC=C2C=C1)O